C(C)(=O)N1CC(C1)N1C(C2=CC=CC(=C2C1=O)N)=O 2-(1-acetylazetidin-3-yl)-4-aminoisoindoline-1,3-dione